o-anisamide C(C=1C(=CC=CC1)OC)(=O)N